Allyloxyhydroxypropyl methacrylate C(C(=C)C)(=O)OCCC(O)OCC=C